Cl.N1(N=NC2=C1C=CC=C2)CCCCN2CCN(CC2)C2=NSC1=C2C=CC=C1 3-[4-[4-(1H-benzotriazol-1-yl)butyl]piperazin-1-yl]benzisothiazole hydrochloride